tert-butyl 6-[4-(tert-butoxycarbonyl)piperazin-1-yl]-3-({4,6-dimethylpyrazolo[1,5-a]pyrazin-2-yl}amino)-4-fluoroindazole-1-carboxylate C(C)(C)(C)OC(=O)N1CCN(CC1)C1=CC(=C2C(=NN(C2=C1)C(=O)OC(C)(C)C)NC1=NN2C(C(=NC(=C2)C)C)=C1)F